S1CC=CC=C1 D-1-thiopyran